CC1(OC(CC1C(=O)NC=1SC(=CN1)C1=CC=C2C(NC(=NC2=C1)C)=O)(C)C)C 2,2,5,5-tetramethyl-N-(5-(2-methyl-4-oxo-3,4-dihydroquinazolin-7-yl)thiazol-2-yl)tetrahydrofuran-3-carboxamide